C(C1=CC=CC=C1)C1(C[C@@H]2[C@@H](CN(C2)CC(O)C2=CC=C(C=C2)O)C1)OC rac-4-(2-((3aR,5r,6aS)-5-benzyl-5-methoxyhexahydrocyclopenta[c]pyrrol-2(1H)-yl)-1-hydroxyethyl)phenol